C(C=C)(=O)N1C[C@@H](N(C[C@H]1C)C1=NC(N2C3=C(C(=C(C=C13)Cl)C1=C(C=C(C=C1)F)F)OC[C@H]2CN2CCOCC2)=O)C (3R)-7-((2S,5R)-4-acryloyl-2,5-dimethylpiperazin-1-yl)-9-chloro-10-(2,4-difluorophenyl)-3-(morpholinomethyl)-2,3-dihydro-5H-[1,4]oxazino[2,3,4-ij]quinazolin-5-one